tetrahydrofuran-2-carboxylate O1C(CCC1)C(=O)[O-]